dimethyl malonate {(4-methoxyphenyl)methylene}dimethyl-malonate COC1=CC=C(C=C1)C=CC(C(=O)O)(C(=O)O)C.C(CC(=O)OC)(=O)OC